ethyl propyl ether methyl-acetate COC(C)=O.C(CC)OCC